CNC(O[C@@H]1CC[C@H](CC1)C(N(C[C@@H]1CC[C@H](CC1)C1=NC(=C(C=C1)OC)C)C1=CC(=CC=C1)C=1C=NN(C1)C(C)C)=O)=O trans-4-((3-(1-Isopropyl-1H-pyrazol-4-yl)phenyl)((trans-4-(5-methoxy-6-methylpyridin-2-yl)cyclohexyl)methyl) carbamoyl)cyclohexyl methylcarbamate